C1(CC1)S(=O)(=O)N1N=CC(=C1)C1=NC=CC(=N1)NC1=NC=C(C(=C1)N1CCC(CC1)CCN(C)C)C#CC1(CC1)C 2-(1-(cyclopropylsulfonyl)-1H-pyrazol-4-yl)-N-(4-(4-(2-(dimethylamino)ethyl)piperidin-1-yl)-5-((1-methylcyclopropyl)ethynyl)pyridin-2-yl)pyrimidin-4-amine